N-((1s,4s)-4-((3-Bromo-7-chloro-1,6-naphthyridin-5-yl)oxy)cyclohexyl)-5-(2-ethoxyethoxy)pyrimidin-2-amine BrC=1C=NC2=CC(=NC(=C2C1)OC1CCC(CC1)NC1=NC=C(C=N1)OCCOCC)Cl